4-(2-nitrophenyl)-2-oxo-but-3-enoic acid [N+](=O)([O-])C1=C(C=CC=C1)C=CC(C(=O)O)=O